CCCCC[C@@H](/C=C/C1=C(C(=O)CC1)CCCCCCC(=O)[O-])O The molecule is a prostaglandin carboxylic acid anion that is the conjugate base of prostaglandin B1, obtained by deprotonation of the carboxy group; major species at pH 7.3. It is an organic molecular entity, a prostaglandins B and a prostaglandin carboxylic acid anion. It is a conjugate base of a prostaglandin B1.